1-(cyclopent-1-en-1-yl)-2-methoxy-4-nitrobenzene C1(=CCCC1)C1=C(C=C(C=C1)[N+](=O)[O-])OC